C1(=CC=CC=C1)C(C)O 1-phenyl-ethanol